BrC=1C=C2CCC(C2=CC1)CN (5-bromo-2,3-dihydro-1H-inden-1-yl)methylamine